COC(=O)[C@@]1(CN(CCC1(F)F)C1CC1)C (S)-1-cyclopropyl-4,4-difluoro-3-methylpiperidine-3-carboxylic acid methyl ester